C(C)(C)(C)OC(NC1=C(N=NC(=C1)C(F)F)C)=O (6-(difluoromethyl)-3-methylpyridazin-4-yl)carbamic acid tert-butyl ester